2-Phenyl-1-((1S,5S,9S)-9-(3-(trifluoromethyl)phenyl)-4-oxa-1,3-diazabicyclo[3.3.1]non-6-en-3-yl)ethan-1-one C1(=CC=CC=C1)CC(=O)N1CN2CC=C[C@H](O1)[C@@H]2C2=CC(=CC=C2)C(F)(F)F